(2S)-5,7-Dihydroxy-2-(4-hydroxyphenyl)-2,3-dihydrochromen-4-one OC1=C2C(C[C@H](OC2=CC(=C1)O)C1=CC=C(C=C1)O)=O